[Co+2].[O-2].[In+3] Indium Oxide Cobalt